4-[(1S,4S,5R)-5-[[5-cyclopropyl-3-(2,6-dichlorophenyl)-1,2-oxazol-4-yl]methoxy]-2-azabicyclo[2.2.1]heptan-2-yl]-2,6-difluorobenzoate C1(CC1)C1=C(C(=NO1)C1=C(C=CC=C1Cl)Cl)CO[C@H]1[C@@H]2CN([C@H](C1)C2)C2=CC(=C(C(=O)[O-])C(=C2)F)F